ClC=1C=C(C(=O)NC2=CC=C(C=C2)C2(CCC2)C(NC2CCCCC2)=O)C=CC1 3-chloro-N-{4-[1-(cyclohexylcarbamoyl)cyclobutyl]phenyl}benzamide